4-hydroxy-1-methyl-5-oxo-2-(trifluoromethyl)-2,5-dihydro-1H-pyrrole-3-carboxylic acid ethyl ester C(C)OC(=O)C=1C(N(C(C1O)=O)C)C(F)(F)F